BrC=1C=C2C(C(NC2=CC1)=O)=NN=C1SCC(N1C1=C(C=CC=C1)Cl)=O 5-bromo-3-(2-(3-(2-chlorophenyl)-4-oxothiazolidine-2-ylidene)hydrazono)-1H-indol-2-one